3-(4-fluorophenyl)pyridine-2-carbaldehyde FC1=CC=C(C=C1)C=1C(=NC=CC1)C=O